ethyl 2-[(piperidin-4-yl)methyl]-8-(trifluoromethyl)-4,5-dihydro-2H-furo[2,3-g]indazole-7-carboxylate N1CCC(CC1)CN1N=C2C3=C(CCC2=C1)OC(=C3C(F)(F)F)C(=O)OCC